(E)-2-(1-ethyl-1H-imidazol-2-yl)-N-((1,2,3,5,6,7-hexahydro-s-indacen-4-yl)carbamoyl)ethenesulfonamide C(C)N1C(=NC=C1)/C=C/S(=O)(=O)NC(NC1=C2CCCC2=CC=2CCCC12)=O